C(C)(C)(C)C1=CC=C(C=C1)C=1C=2N(C=C(N1)CNC(C=C)=O)C=CC2 N-((1-(4-(tert-butyl)phenyl)pyrrolo[1,2-a]pyrazin-3-yl)methyl)acrylamide